6-methyl-5,6,7,8-tetrahydro-1,6-naphthyridine-2-carboxamide CN1CC=2C=CC(=NC2CC1)C(=O)N